(3-fluoro-4-((6-methoxy-7-((1-methylpiperidin-4-yl)methoxy)quinazolin-4-yl)amino)phenyl)furan-3-carboxamide FC=1C=C(C=CC1NC1=NC=NC2=CC(=C(C=C12)OC)OCC1CCN(CC1)C)C=1OC=CC1C(=O)N